1,3,5-tris(4-sec-butyl-3-hydroxy-2,6-dimethylbenzyl)-1,3,5-triazine C(C)(CC)C1=C(C(=C(CN2CN(CN(C2)CC2=C(C(=C(C=C2C)C(C)CC)O)C)CC2=C(C(=C(C=C2C)C(C)CC)O)C)C(=C1)C)C)O